1-[(2R,3S,4S,5R)-4-(benzyloxy)-5-[(benzyloxy)methyl]-5-(chloromethyl)-3-[(trimethylsilyl)oxy]oxolan-2-yl]-5-fluoro-3H-pyrimidine-2,4-dione C(C1=CC=CC=C1)O[C@H]1[C@@H]([C@@H](O[C@]1(CCl)COCC1=CC=CC=C1)N1C(NC(C(=C1)F)=O)=O)O[Si](C)(C)C